OCCOC1=CC=C(C=C1)C(C(C)(C)O)C(=O)C(C(C)(O)C)C1=CC=C(C=C1)OCCO 4-(2-hydroxyethoxy)phenyl-(2-hydroxy-2-methylpropyl) ketone